BrC1=NN(C(=C1C(N)=O)NCCCN1CCOCC1)[C@@H]1CN(CC1)C(=O)OC(C)(C)C Tert-butyl (3S)-3-(3-bromo-4-carbamoyl-5-[[3-(morpholin-4-yl)propyl]amino]pyrazol-1-yl)pyrrolidine-1-carboxylate